COC1=CC=C(C=C1)CN(C(CC(=O)N(C1=CC=CC=C1)CC1=CC=C(C=C1)OC)=O)C1=CC=CC=C1 N,N'-bis[(4-methoxyphenyl)methyl]-N,N'-diphenyl-malonamide